C(C)(=O)NC1=NN(C2=CC(=CC=C12)C(=O)NC1=CC2=C(C=N1)C=C(N2)CN2[C@H](CCC2)C)C 3-acetamido-1-methyl-N-(2-[[(2S)-2-methylpyrrolidin-1-yl]methyl]-1H-pyrrolo[3,2-c]pyridin-6-yl)indazole-6-carboxamide